C1=CC=CC=2C3=CC=CC=C3C(C12)COC(=O)N1[C@@H](C[C@H](C1)OC1CCC1)C(=O)O (2S,4R)-1-(((9H-fluoren-9-yl)methoxy)carbonyl)-4-cyclobutoxypyrrolidine-2-carboxylic acid